CO[C@@H]1C[C@@H](CCC1)NC1=NN=C(C=2N1C=CC2)C2=C(C=C(C=C2)C(F)(F)F)O 2-(4-{[(1r,3s)-3-methoxycyclohexyl]amino}pyrrolo[1,2-d][1,2,4]triazin-1-yl)-5-(trifluoromethyl)phenol